C(C1=CC=CC=C1)OC(N[C@@H]1[C@@H](N(CC1)C(=O)N1CCC1)CC1=C(C(=CC=C1)Br)F)=O ((2S,3S)-1-(azetidin-1-ylcarbonyl)-2-(3-bromo-2-fluorobenzyl)pyrrolidin-3-yl)carbamic acid benzyl ester